4-(6-((imidazo[1,2-a]pyridine-8-yl)methoxy)pyridin-2-yl)piperidine-1-carboxylic acid tert-butyl ester C(C)(C)(C)OC(=O)N1CCC(CC1)C1=NC(=CC=C1)OCC=1C=2N(C=CC1)C=CN2